C12CN(CC(CC1)O2)CC2=CC=C(C=C2)C=2C=C(C=1N=CN=C(C1N2)N[C@@H]2CNCCC2)C(=O)N 6-(4-[8-oxa-3-azabicyclo[3.2.1]oct-3-ylmethyl]phenyl)-4-[(3S)-piperidin-3-ylamino]pyrido[3,2-d]pyrimidine-8-carboxamide